methyl 2-oxo-2-(4-piperidylamino)acetate O=C(C(=O)OC)NC1CCNCC1